OC1=C(C=CC=C1)C1=C(C(=C(C(=C1C1=CC=CC=C1)C1=CC=CC=C1)C1=CC=CC=C1)C1=CC=CC=C1)C1=C(C=CC=C1)O 1,2-bis(hydroxyphenyl)-3,4,5,6-tetraphenylbenzene